3-(2-(Methylamino)propan-2-yl)-1H-indol-4-ol CNC(C)(C)C1=CNC=2C=CC=C(C12)O